BrC1=C2CCN(C(C2=CC=C1)C(=O)N(C)C1=CC=C(C(=O)O)C=C1)C(C=CC1=C(C(=CC=C1N1N=NN=C1)Cl)F)=O 4-(5-bromo-2-(3-(3-chloro-2-fluoro-6-(1H-tetrazol-1-yl)phenyl)acryloyl)-N-methyl-1,2,3,4-tetrahydroisoquinoline-1-carboxamido)benzoic acid